CSC1=CC=C2C=C(C(NC2=C1)=O)C(=O)N 7-(methylthio)-2-oxo-1,2-dihydroquinoline-3-carboxamide